ClC1=C(C(=O)N2CC(C2)C(=O)N\N=C\[C@]2([C@@H](N3C(C[C@H]3S2(=O)=O)=O)C(=O)O)C)C=CC(=C1O)O (2s,3R,5R)-3-((e)-(2-(1-(2-chloro-3,4-dihydroxybenzoyl)azetidine-3-carbonyl)hydrazono)methyl)-3-methyl-7-oxo-4-thia-1-azabicyclo[3.2.0]heptane-2-carboxylic acid 4,4-dioxide